2-(5-cyclopentylisothiazol-3-yl)isoindoline-1,3-dione C1(CCCC1)C1=CC(=NS1)N1C(C2=CC=CC=C2C1=O)=O